C(#N)[C@H](C[C@@H]1C(NCCC1)=O)NC(=O)[C@H]1N(C[C@@H]2[C@H]1CC(C2)(F)F)C(=O)C=2NC1=CC=CC(=C1C2)F (1S,3aS,6aR)-N-((S)-1-cyano-2-((R)-2-oxopiperidin-3-yl)ethyl)-5,5-difluoro-2-(4-fluoro-1H-indole-2-carbonyl)octahydrocyclopenta[c]pyrrole-1-carboxamide